C(C)(C)(C)N1N=CC(=C1)NC(CC1=C(C=C(C=C1)OC1=NC=NC2=CC=C(C=C12)N1CCOCC1)F)=O N-(1-(tert-butyl)-1H-pyrazol-4-yl)-2-(2-fluoro-4-((6-morpholinoquinazolin-4-yl)oxy)phenyl)acetamide